C[C@H]([C@@H](C(=O)O)NC(=O)[C@H](CCC(=O)O)NC(=O)CNC(=O)[C@H](CCCCN)NC(=O)[C@@H]1CCCN1C(=O)CNC(=O)[C@H](CCC(=O)N)NC(=O)[C@H](CCC(=O)O)NC(=O)CNC(=O)[C@H](CC[C@H](CN)O[C@H]2[C@@H]([C@H]([C@H]([C@H](O2)CO)O)O)O)NC(=O)[C@H](CC3=CC=CC=C3)NC(=O)CNC(=O)[C@H](C)NC(=O)C4(CC5=CC=CC=C5C4)NC(=O)CN)O The molecule is a fifteen-membered glycopeptide comprising glycyl, 2-aminoindane-2-formyl, alanyl, glycyl, phenylalanyl, (5R)-5-(beta-D-galactopyranosyloxy)lysyl, glycyl. alpha-glutamyl, glutaminyl, glycyl, prolyl, lysyl, glycyl, alpha-glutamyl and threonine residues coupled in sequence.